3-{4-[8-amino-5-(1,5-dimethyl-1H-pyrazol-4-yl)-3-methylimidazo[1,5-a]pyrazin-1-yl]naphthalen-1-yl}-1-[3-(trifluoromethyl)phenyl]urea NC=1C=2N(C(=CN1)C=1C=NN(C1C)C)C(=NC2C2=CC=C(C1=CC=CC=C21)NC(NC2=CC(=CC=C2)C(F)(F)F)=O)C